O1CC(CC1)C(C)O 1-(tetrahydrofuran-3-yl)ethanol